1,1'-bipyrene C1(=CC=C2C=CC3=CC=CC4=CC=C1C2=C34)C3=CC=C4C=CC2=CC=CC1=CC=C3C4=C21